[Si](C)(C)(C(C)(C)C)OCC=1C(=C(C(=O)OC)C=CC1)F methyl 3-(((t-butyldimethylsilyl) oxy) methyl)-2-fluorobenzoate